C(C)(C)(C)OC(N[C@@H]1[C@H](CN(CC1)C1=NC=C(C=C1)C=1C=2N(C=C(C1)OCC)N=C1C2C=NN1)O)=O ((3S,4S)-1-(5-(6-ethoxy-1H-pyrazolo[3',4':3,4]pyrazolo[1,5-a]pyridin-4-yl)pyridin-2-yl)-3-hydroxypiperidin-4-yl)carbamic acid tert-butyl ester